tertbutyl ((R)-1-(((S)-2-((1S,2S,5R)-1-hydroxy-2-isopropyl-5-methylcyclohexane-1-carboxamido)-1-phenylethyl)amino)-1-oxopropan-2-yl)carbamate O[C@@]1([C@@H](CC[C@H](C1)C)C(C)C)C(=O)NC[C@H](C1=CC=CC=C1)NC([C@@H](C)NC(OC(C)(C)C)=O)=O